diethylamino-2-acryloyloxy-5H-benzo[a]phenoxazine-5-one C(C)N(CC)C1=C(C=CC2=C1C1=NC3=CC=CC=C3OC1=CC2=O)OC(C=C)=O